4-(1-((3,3-difluorocyclopentyl)methyl)-4-methyl-3-(trifluoromethoxy)-1H-pyrazole-5-carboxamido)picolinamide FC1(CC(CC1)CN1N=C(C(=C1C(=O)NC1=CC(=NC=C1)C(=O)N)C)OC(F)(F)F)F